5-[(4-cyanothien-2-yl)methyl]-7-hexyl-5H,6H,7H,8H,10H-cyclohepta[b]indole-4-carboxylic acid C(#N)C=1C=C(SC1)CN1C2=C(C3=CC=CC(=C13)C(=O)O)CCCC(C2)CCCCCC